normal butyl stearate C(CCCCCCCCCCCCCCCCC)(=O)OCCCC